(3S,4R)-4-[({3-[(5-amino-7-{[(3S)-1-hydroxyhexan-3-yl]amino}-1H-pyrazolo[4,3-d]pyrimidin-1-yl)methyl]-4-methoxyphenyl}methyl)-amino]oxan-3-ol NC=1N=C(C2=C(N1)C=NN2CC=2C=C(C=CC2OC)CN[C@H]2[C@@H](COCC2)O)N[C@H](CCO)CCC